C1(CCC1)N1C(C(=CC=C1)C(=O)NC=1C(=CC=2N(C1)C=C(N2)C2OCCOC2)OC)=O 1-cyclobutyl-N-[2-(1,4-dioxan-2-yl)-7-methoxy-imidazo[1,2-a]pyridin-6-yl]-2-oxo-pyridine-3-carboxamide